C(C)(C)(C)OC(N(CC=1SC=CC1)C1=C2C(=NC(=C1)Cl)C(=C(O2)C(C)O)Br)=O tert-butyl(3-bromo-5-chloro-2-(1-hydroxyethyl)furo[3,2-b]pyridin-7-yl)(thiophen-2-yl-methyl)carbamate